N-(2,6-dinitro-4-(trifluoromethyl)phenyl)-N-propyl-propionamide [N+](=O)([O-])C1=C(C(=CC(=C1)C(F)(F)F)[N+](=O)[O-])N(C(CC)=O)CCC